cyclopropyl 3-(2-chlorophenyl)-5-{1-[(1R,3S)-3-hydroxy-3-methylcyclobutyl]-5-(trifluoromethyl)-1H-pyrazol-4-yl}-1,2-oxazole-4-carboxylate ClC1=C(C=CC=C1)C1=NOC(=C1C(=O)OC1CC1)C=1C=NN(C1C(F)(F)F)C1CC(C1)(C)O